8-(4-{4-[(3R,4R)-3-amino-4-methylpyrrolidin-1-yl]butanoyl}piperazin-1-yl)-9-ethyl-6,6-dimethyl-11-oxo-5H,6H,11H-benzo[b]carbazole-3-carbonitrile N[C@H]1CN(C[C@H]1C)CCCC(=O)N1CCN(CC1)C=1C(=CC2=C(C(C=3NC4=CC(=CC=C4C3C2=O)C#N)(C)C)C1)CC